N1(CCCCC1)C(=O)OC(C)C propan-2-yl piperidine-1-carboxylate